ClC=1C=C(C=CC1Cl)C=1N(C(=CC(C1C(=O)O)=O)CN1N=C(C=C1C)C)CC 2-(3,4-dichlorophenyl)-6-[(3,5-dimethylpyrazol-1-yl)methyl]-1-ethyl-4-oxo-pyridine-3-carboxylic acid